2-methyl-5,11-dioxo-6,12-bis(n-heptyloxycarbonyloxy)naphthonaphthalene CC=1C=CC2=C3C(C(C(=C2C1)OC(=O)OCCCCCCC)=O)=C1C=CC=CC1=C(C3=O)OC(=O)OCCCCCCC